C(=O)(OCC1C2=CC=CC=C2C2=CC=CC=C12)N([C@@H](C)C(=O)O)C=1OC=CC1 Fmoc-(2-furanyl)alanine